benzotellurophenoindole N1C=CC2=CC=C3C(=C12)C1=C([Te]3)C=CC=C1